N-((1-Hydroxycyclohexyl)methyl)-4-oxo-5-(4-phenoxyphenyl)-4,5-dihydro-3H-1-thia-3,5,8-triazaacenaphthylene-2-carboxamide OC1(CCCCC1)CNC(=O)C=1SC=2N=CC=C3N(C(NC1C23)=O)C2=CC=C(C=C2)OC2=CC=CC=C2